COC(C1=CC(=C(C(=C1)F)Br)F)=O 4-bromo-3,5-difluoro-benzoic acid methyl ester